C1(C=C1)CCC(=O)[O-].[Na+] Natrium 3-(cycloprop-2-en-1-yl)propanoat